NC1=CC=C2C(=N1)CC[C@H]2NC([C@H](C)NC(=O)[C@H]2NCCC(=C2)C2=C(C=C(C=C2)F)CF)=O (S)-N-((S)-1-(((R)-2-amino-6,7-dihydro-5H-cyclopenta[b]pyridin-5-yl)amino)-1-oxopropan-2-yl)-4-(4-fluoro-2-(fluoromethyl)phenyl)-1,2,5,6-tetrahydropyridine-2-carboxamide